ClC1=CC=C(C[C@@H]2CC[C@@H](N(C2)C#N)C)C=C1 (2S,5S)-5-(4-chlorobenzyl)-2-methyl-N-cyanopiperidin